BrC1=CC=2C3=C(C(=NC2C=C1)NCC1=C(C=C(C=C1)OC)OC)N=C(N3CC3=C(C=C(C=C3)OC)OC)CCCC 8-bromo-2-butyl-N,1-bis(2,4-dimethoxybenzyl)-1H-imidazo[4,5-c]quinolin-4-amine